C(C)(=O)OCCCC=CCCCCC=CCCC tetradeca-4,10-dien-1-yl acetate